C1(=CC=C(C=C1)C(=O)[O-])C Para-toluate